CC(C#N)(C)C1=C2C(=NC(=C1)N1[C@@H](COCC1)C)C=NN2 (R)-2-methyl-2-(5-(3-methylmorpholinyl)-1H-pyrazolo[4,3-b]pyridin-7-yl)propionitrile